2-fluoro-N-(5-fluoro-2-methyl-3-(6-(4-(2-(piperazin-1-yl)ethoxy)phenyl)-7H-pyrrolo[2,3-d]pyrimidin-4-yl)phenyl)-4-(2-hydroxypropan-2-yl)benzamide FC1=C(C(=O)NC2=C(C(=CC(=C2)F)C=2C3=C(N=CN2)NC(=C3)C3=CC=C(C=C3)OCCN3CCNCC3)C)C=CC(=C1)C(C)(C)O